1-((2R,5S)-4-(6-chloro-7-(1,6-dimethyl-1H-indazol-7-yl)-8-fluoro-2-(((R)-4-methylmorpholin-2-yl)methoxy)quinazolin-4-yl)-2,5-dimethylpiperazin-1-yl)prop-2-en-1-one ClC=1C=C2C(=NC(=NC2=C(C1C=1C(=CC=C2C=NN(C12)C)C)F)OC[C@H]1CN(CCO1)C)N1C[C@H](N(C[C@@H]1C)C(C=C)=O)C